4-((5-chloro-4-(4-oxa-7-azaspiro[2.5]octan-7-yl)pyrimidin-2-yl)amino)-N-(methyl-d3)benzenesulfonamide ClC=1C(=NC(=NC1)NC1=CC=C(C=C1)S(=O)(=O)NC([2H])([2H])[2H])N1CCOC2(CC2)C1